ClCC1=NC2=C(N1CC)C=CC=C2 2-(chloromethyl)-1-ethyl-1H-benzo[d]imidazole